ClC=1C(=C(C=CC1)NC(=O)C1=CC(=CC=2NC(=NC21)CC(N2CCCC2)=O)NC(=O)C2=C(C=CC=C2)C(F)(F)F)C N-(3-chloro-2-methylphenyl)-2-[2-oxo-2-(pyrrolidin-1-yl)ethyl]-6-({[2-(trifluoromethyl)phenyl]carbonyl}amino)-1H-benzoimidazole-4-carboxamide